ClC1=CC(=C(C(=C1)F)N1CCC(CC1)(O)COC1=C2CCC(NC2=CC=C1)=O)F 5-((1-(4-chloro-2,6-difluorophenyl)-4-hydroxypiperidin-4-yl)methoxy)-3,4-dihydroquinolin-2(1H)-one